OC1=C(C=CC(=C1)C(F)(F)F)C1=C(N=C(N=N1)N[C@H]1CN(CCC1)C(=O)OC(C)(C)C)C tert-butyl (3R)-3-({6-[2-hydroxy-4-(trifluoromethyl)phenyl]-5-methyl-1,2,4-triazin-3-yl}amino)piperidin-1-carboxylate